NCC1=C(C=CC(=C1)F)C1=C(C=C(C(=C1)Cl)C(=O)NC=1C=NC(=C(C1)Cl)N1N=CC=N1)F 2'-(aminomethyl)-5-chloro-N-(5-chloro-6-(2H-1,2,3-triazol-2-yl)pyridin-3-yl)-2,4'-Difluoro-[1,1'-biphenyl]-4-carboxamide